CS(=O)(=O)C1=C(C=NN1)C(=O)O 5-(methylsulfonyl)-1H-pyrazole-4-carboxylic acid